CC(CN1N=CC(=C1)C=1C=CC(=NC1C=1C=CC=2N(C1)N=C(C2)C)C#N)(C)C 5-[1-(2,2-dimethylpropyl)-1H-pyrazol-4-yl]-6-(2-methylpyrazolo[1,5-a]pyridin-6-yl)pyridine-2-carbonitrile